(S)-4-(((3,3-difluorocyclobutyl)methyl)(4-(5,6,7,8-tetrahydro-1,8-naphthyridin-2-yl)butyl)amino)-2-((7-fluoro-2-methylquinazolin-4-yl)amino)butanoic acid FC1(CC(C1)CN(CC[C@@H](C(=O)O)NC1=NC(=NC2=CC(=CC=C12)F)C)CCCCC1=NC=2NCCCC2C=C1)F